Cl.N1CCC(=CC1)C(=O)O 1,2,3,6-tetrahydropyridine-4-formate hydrochloride